Cl.COC1=C(C=CC=C1)NN o-methoxyphenylhydrazine hydrochloride